4-amino-3-bromo-N,N-dimethylthieno[3,2-c]pyridine-7-carboxamide NC1=NC=C(C2=C1C(=CS2)Br)C(=O)N(C)C